Cis-N-(3-Chloro-4-fluorophenyl)-5-(4-fluorophenyl)-2-(2-methoxyethyl)-1,2,6-thiadiazinane-3-carboxamide 1,1-dioxide ClC=1C=C(C=CC1F)NC(=O)[C@@H]1N(S(N[C@@H](C1)C1=CC=C(C=C1)F)(=O)=O)CCOC